OCC=1C=C2C=C(N(C2=CC1OC)S(=O)(=O)C1=CC=C(C)C=C1)CNC(OC(C)(C)C)=O tert-butyl ((5-(hydroxymethyl)-6-methoxy-1-tosyl-1H-indol-2-yl)methyl)carbamate